((2S,3R,6R)-3-(((3-(Difluoromethyl)-5-(trifluoromethyl)pyridin-2-yl)amino)methyl)-2,6-dimethylmorpholino)(6-(methyl-d3)-3-(pyrimidin-2-yl)pyridin-2-yl)methanone FC(C=1C(=NC=C(C1)C(F)(F)F)NC[C@@H]1[C@@H](O[C@@H](CN1C(=O)C1=NC(=CC=C1C1=NC=CC=N1)C([2H])([2H])[2H])C)C)F